FC=1C=C(C2=C(N(C(N2C)=O)C2C(NC(CC2)=O)=O)C1)C1CCNCC1 3-[6-fluoro-3-methyl-2-oxo-4-(4-piperidinyl)benzimidazol-1-yl]Piperidine-2,6-dione